4-n-pentyl-4'-cyanobiphenyl C(CCCC)C1=CC=C(C=C1)C1=CC=C(C=C1)C#N